F[C@@H]1[C@H](CNC1)NC1=CC=CC(=N1)C1=CN=C2N1C=C(N=C2)N2S(CCC2)(=O)=O 2-(3-(6-(((3S,4S)-4-fluoropyrrolidin-3-yl)amino)pyridin-2-yl)imidazo[1,2-a]pyrazin-6-yl)isothiazolidine 1,1-dioxide